5-(3-Fluorophenyl)-N-{2-methoxy-5-[6-(trifluoromethyl)-1H-benzo[d]imidazol-2-yl]phenyl}pyrimidin-2-amine FC=1C=C(C=CC1)C=1C=NC(=NC1)NC1=C(C=CC(=C1)C1=NC2=C(N1)C=C(C=C2)C(F)(F)F)OC